CC=1C(=NC(=CN1)C)[C@H](CCN(C(OC(C)(C)C)=O)C)CCO tert-butyl (R)-(3-(3,6-dimethylpyrazin-2-yl)-5-hydroxypentyl)(methyl)carbamate